6-chloro-2-(3-chloro-5-(trifluoromethyl)pyridin-2-yl)-4H-benzo[d][1,3]oxazin-4-one ClC1=CC2=C(N=C(OC2=O)C2=NC=C(C=C2Cl)C(F)(F)F)C=C1